C(C)(C)(C)OC(NC1=CC(=C(C(=C1)F)C#C)F)=O (4-ethynyl-3,5-difluorophenyl)carbamic acid tert-butyl ester